CC1=CC=C(C(=N1)NC1=NC=C(N=C1)OC1=CC=CC2=C1C1(CC1)CO2)[N+](=O)[O-] N-(6-methyl-3-nitro-2-pyridyl)-5-spiro[2H-benzofuran-3,1'-cyclopropane]-4-yloxy-pyrazin-2-amine